C(C)NC=1C=C(C=C2[C@@](C(NC12)=O)(C)N1C[C@@H](CCC1)OC1=CC(=C(C=C1)S(=O)(=O)F)OC)F 4-[[(3R)-1-[(3R)-7-(ethylamino)-5-fluoro-3-methyl-2-oxo-indolin-3-yl]-3-piperidyl]oxy]-2-methoxy-benzenesulfonyl fluoride